ClC=1C=C(C=C(C1OCCCl)C#N)C(C)(C)C1=CC=C(OCC2=CC(=NC(=N2)S(=O)(=O)C)C2CCN(CC2)C(=O)OC(C)(C)C)C=C1 tert-butyl 4-[6-[[4-[1-[3-chloro-4-(2-chloroethoxy)-5-cyano-phenyl]-1-methyl-ethyl]phenoxy]methyl]-2-methylsulfonyl-pyrimidin-4-yl]piperidine-1-carboxylate